C(/C1=CC=CC=C1)=C/1\C(N(C(C1)=O)CCCCC(=O)OCC)=O ethyl (E)-5-(3-benzylidene-2,5-dioxopyrrolidinyl)pentanoate